CC(C1=CC(=C(C=C1)OC)OC)O The molecule is a member of the class of benzyl alcohols that is 1-phenylethan-1-ol substituted by methoxy groups at positions 3 and 4 respectively. It is a dimethoxybenzene and a member of benzyl alcohols.